N-(2-ethylhexyl)-2-formyl-3-hydroxypyridine-4-one C(C)C(CN1C(=C(C(C=C1)=O)O)C=O)CCCC